Cl.ON N-Hydroxyamine hydrochloride